[1-(cyclohexylmethyl)piperidin-4-yl]-3-[6-(4-methylpiperazin-1-yl)-[1,2,4]triazolo[4,3-b]pyridazin-3-yl]propanamide C1(CCCCC1)CN1CCC(CC1)C(C(=O)N)CC1=NN=C2N1N=C(C=C2)N2CCN(CC2)C